FC(F)C1=C(C=CC=C1)C1=CC=CC=C1 (difluoromethyl)-[1,1'-biphenyl]